N1CC(C1)CN1C=CC2=CC(=C(C=C12)C(=O)NC1(CC1)C1=CC=CC2=CC=CC=C12)C 1-(Azetidin-3-ylmethyl)-5-methyl-N-(1-(naphthalen-1-yl)cyclopropyl)-1H-indole-6-carboxamide